N-(6-chloropyridin-3-yl)-3-(5-(4,4,5,5-tetramethyl-1,3,2-dioxaborolan-2-yl)pyridin-2-yl)oxetane-3-carboxamide ClC1=CC=C(C=N1)NC(=O)C1(COC1)C1=NC=C(C=C1)B1OC(C(O1)(C)C)(C)C